CC1N(CC(NC1)CN1[C@@H](COCC1)C)O 2-methyl-5-[[(3R)-3-methylmorpholin-4-yl]methyl]piperazine-1-ol